(8-(3-acrylamidophenyl)quinazolin-6-yl)-N-(4-cyanopyridin-2-yl)benzamide C(C=C)(=O)NC=1C=C(C=CC1)C=1C=C(C=C2C=NC=NC12)C1=C(C(=O)NC2=NC=CC(=C2)C#N)C=CC=C1